C(C)OC=1C=C(C(=O)NC2CCC(CC2)NC2=CC(=NC3=CC=CC=C23)C(F)(F)F)C=CC1 3-ethoxy-N-[(1s,4s)-4-{[2-(trifluoromethyl)quinolin-4-yl]amino}cyclohexyl]benzamide